C(C)(C)(C)OC(=O)NCC[B-](F)(F)F 2-(tertbutoxycarbonylamino)ethyl-trifluoro-boranuide